NCC1=CC(=CC(=N1)N1C(C2=CC(=CC(=C2C1)C(F)(F)F)CN1C[C@H](CCC1)C)=O)C1(COC1)CC1=NN=CN1C 2-[6-(aminomethyl)-4-{3-[(4-methyl-1,2,4-triazol-3-yl)methyl]oxetan-3-yl}pyridin-2-yl]-6-{[(3S)-3-methylpiperidin-1-yl]methyl}-4-(trifluoromethyl)-3H-isoindol-1-one